C(C)(C)(C)OC(=O)N([C@H](C(=O)N[C@@H](CC(=O)OC)C=1C=C(C=CC1)C1=C(C=CC=C1C)O)CC=C)C Methyl (S)-3-((S)-2-((tert-butoxycarbonyl)(methyl)amino)pent-4-enamido)-3-(2'-hydroxy-6'-methyl-[1,1'-biphenyl]-3-yl)propanoate